ClC1=CC=C(C=C1)[C@H]1[C@@H](N(C(S1)=O)C(=O)NC1CCCCC1)C (4S,5S)-5-(4-chlorophenyl)-N-cyclohexyl-4-methyl-2-oxo-1,3-thiazolidine-3-carboxamide